N1C(N=CC2=C1C=NC=N2)=O pyrimido[5,4-d]pyrimidin-one